(l)-4,4'-(ethane-1,2-diylbis(azanediyl))bis(3-amino-2-methoxybenzamide) C(CNC1=C(C(=C(C(=O)N)C=C1)OC)N)NC1=C(C(=C(C(=O)N)C=C1)OC)N